5-(8-(7-(3,6-Dihydro-2H-pyran-4-yl)-1,3-dimethyl-2-oxo-2,3-dihydro-1H-benzo[d]imidazol-5-yl)isoquinolin-3-yl)-N-(3-(3-((2,6-dioxopiperidin-3-yl)amino)phenyl)prop-2-yn-1-yl)picolinamide O1CCC(=CC1)C1=CC(=CC2=C1N(C(N2C)=O)C)C=2C=CC=C1C=C(N=CC21)C=2C=CC(=NC2)C(=O)NCC#CC2=CC(=CC=C2)NC2C(NC(CC2)=O)=O